ClC1=C(N=C(N1C)C1=CC=C(CN2C(C=CC3=C2N=C(N=C3)C=3C(=NC=NC3OC)C3CC3)=O)C=C1)C(F)(F)F 8-(4-(5-chloro-1-methyl-4-(trifluoromethyl)-1H-imidazol-2-yl)benzyl)-2-(4-cyclopropyl-6-methoxypyrimidin-5-yl)pyrido[2,3-d]pyrimidin-7(8H)-one